benzimidazol-2-yl-(hydroxyl)-methanesulfinic acid N1=C(NC2=C1C=CC=C2)C(S(=O)O)O